COC=1C=CC2=C(CCC=3C=NC(=NC23)NC2=CC=C(C=C2)NC(C)=O)C1 N-(4-((8-methoxy-5,6-dihydrobenzo[h]quinazolin-2-yl)amino)phenyl)acetamide